FC=1C=C(C=C(C1F)F)C=1N=NN(C1)[C@@H]1[C@H]([C@@H](SCCC)O[C@@H]([C@@H]1O)CO)O Propyl 3-deoxy-3-[4-(3,4,5-trifluorophenyl)-1H-1,2,3-triazol-1-yl]-1-thio-α-D-galactopyranoside